N1(CCC1)CC1=CC=C(C(=N1)C(F)(F)F)N1C=NC(=C1)C1=NC(=NC=C1C(F)(F)F)NC1CCN(CC1)S(=O)(=O)C (1-(6-(azetidin-1-ylmethyl)-2-(trifluoromethyl)pyridin-3-yl)-1H-imidazol-4-yl)-N-(1-(methylsulfonyl)piperidin-4-yl)-5-(trifluoromethyl)pyrimidin-2-amine